9-(3,5-dibromo-4-chlorophenyl)-9H-carbazole BrC=1C=C(C=C(C1Cl)Br)N1C2=CC=CC=C2C=2C=CC=CC12